BrC1=CC=C(C=C1)C1=CC2=C(N=CNC2=O)O1 6-(4-bromophenyl)furo[2,3-d]pyrimidin-4(3H)-one